COC=1N=C2C(=NC(=NC2=NC1C)[C@@H]1C[C@@H](OCC1)C=1C=CC(NC1)=O)C12CC(C1)(C2)C(F)(F)F 5-[(2R,4S)-4-[6-methoxy-7-methyl-4-[3-(trifluoromethyl)-1-bicyclo[1.1.1]pentanyl]-pteridin-2-yl]tetrahydropyran-2-yl]-1H-pyridin-2-one